NC1=CC=C2C(CC(NC2=C1)=O)(C)C 7-amino-4,4-dimethyl-3,4-dihydroquinolin-2(1H)-one